5-((3-(6-Phenyl-5,6-dihydrocyclopenta[c]pyrazol-2(4H)-yl)phenyl)ethynyl)pyrimidine-2-Amine C1(=CC=CC=C1)C1CCC=2C1=NN(C2)C=2C=C(C=CC2)C#CC=2C=NC(=NC2)N